1-bromo-5-chloro-4-(cyclopropylsulfinyl)-2-methoxybenzene BrC1=C(C=C(C(=C1)Cl)S(=O)C1CC1)OC